2-Amino-7-(naphthalen-2-yloxy)-1,2,3,4-tetrahydronaphthalene-2-carboxylic acid NC1(CC2=CC(=CC=C2CC1)OC1=CC2=CC=CC=C2C=C1)C(=O)O